CN1C(=NN(C1=O)C1=CC(=C(CS[NH-])C=C1F)NS(=O)(=O)CC)C(F)(F)F 4-(4,5-dihydro-4-methyl-5-oxo-3-trifluoromethyl-1H-1,2,4-triazol-1-yl)-2-(ethylsulfonylamino)-5-fluorobenzylthioamide